1-(dimethoxyphosphoryl)ethyl (2,4-dichlorophenoxy)acetat ClC1=C(OCC(=O)OC(C)P(=O)(OC)OC)C=CC(=C1)Cl